3-(4-(((1r,4r)-4-aminocyclohexyl)(3-(tetrahydro-2H-pyran-3-yl)propyl)amino)-1-oxoisoindolin-2-yl)piperidine-2,6-dione NC1CCC(CC1)N(C1=C2CN(C(C2=CC=C1)=O)C1C(NC(CC1)=O)=O)CCCC1COCCC1